N-(3,5-difluoro-4-((6S,7S)-7-isobutyl-8-methyl-3-(tetrahydro-2H-pyran-2-yl)-6,7,8,9-tetrahydro-3H-pyrazolo[3,4-h]isoquinolin-6-yl)phenyl)-1-(3-fluoropropyl)azetidin-3-amine FC=1C=C(C=C(C1[C@H]1[C@@H](N(CC=2C3=C(C=CC12)N(N=C3)C3OCCCC3)C)CC(C)C)F)NC3CN(C3)CCCF